CC1(COB(OC1)C1=CC=C(C(=C1)C1=CC=C(C=C1)CN1N=C(N=C1C)C)C#N)C 5-(5,5-Dimethyl-1,3,2-dioxaborinan-2-yl)-4'-((3,5-dimethyl-1H-1,2,4-triazol-1-yl)methyl)-[1,1'-biphenyl]-2-carbonitrile